diisooctyl 2,3-dimethylmaleate C/C(/C(=O)OCCCCCC(C)C)=C(/C(=O)OCCCCCC(C)C)\C